COC1=NC=NN2C1=C(C=C2)C=2C=C1C(=NC2)N=C(N1CC1=CC(=NC=C1)C)C 6-(4-methoxypyrrolo[2,1-f][1,2,4]triazin-5-yl)-2-methyl-1-((2-methylpyridin-4-yl)methyl)-1H-imidazo[4,5-b]pyridine